NCC[C@H](CO)C (R)-4-amino-2-methylbutan-1-ol